4-amino-3-(p-fluorophenylamino)-pyrazolo[3,4-d]Pyrimidine NC1=C2C(=NC=N1)NN=C2NC2=CC=C(C=C2)F